NC1=NC=CC(=C1C#CCN1CCN(CC1)C)OC1=C(C=C(C=C1)NC(=O)C=1C(N(N=CC1)C1=CC=C(C=C1)F)=O)F N-(4-(2-Amino-3-(3-(4-methylpiperazin-1-yl)prop-1-ynyl)pyridin-4-yloxy)-3-fluorophenyl)-2-(4-fluorophenyl)-3-oxo-2,3-dihydropyridazine-4-carboxamide